2-(3-{6-[3-(2-hydroxyphenyl)pyrido[3,2-c]pyridazin-6-yl]-2,6-diazaspiro[3.3]heptan-2-yl}-1,2-oxazol-5-yl)-3-methylbutanoic acid OC1=C(C=CC=C1)C1=CC2=C(N=N1)C=CC(=N2)N2CC1(CN(C1)C1=NOC(=C1)C(C(=O)O)C(C)C)C2